3-tert-butyl-4-cyclohexene-1,2-dicarboxylic acid C(C)(C)(C)C1C(C(CC=C1)C(=O)O)C(=O)O